ClC1=C(C=C(OC2CCN(CC2)C(CN2N=C(C3=C2CCC3)C(=O)N3C[C@H](O[C@H](C3)C)C)=O)C=C1)C 1-[4-(4-chloro-3-methylphenoxy)piperidin-1-yl]-2-{3-[(2R,6S)-2,6-dimethylmorpholine-4-carbonyl]-5,6-dihydrocyclopenta[c]pyrazol-1(4H)-yl}ethan-1-one